C1(CCCCC1)NCCCCN(CC1=CN(C2=CC=CC=C12)S(=O)(=O)C1=CC=CC=C1)CC1=NC(=CC=C1)F N1-cyclohexyl-N4-((6-fluoropyridin-2-yl)methyl)-N4-((1-(phenylsulfonyl)-1H-indol-3-yl)methyl)butane-1,4-diamine